8-(hydroxymethyl)-6-(trifluoromethyl)imidazo[1,2-a]pyridine-2-carboxylic acid OCC=1C=2N(C=C(C1)C(F)(F)F)C=C(N2)C(=O)O